C(#C)C1=CC=CC=2C(N([C@H]3C=4N([C@@H](C21)C3)C3=C(N4)C=CC(=C3)C3=NN(N=C3)C)C([2H])([2H])[2H])=O (7R,14R)-1-ethynyl-6-(methyl-d3)-11-(2-methyl-2H-1,2,3-triazol-4-yl)-6,7-dihydro-7,14-methanobenzo[f]benzo[4,5]imidazo[1,2-a][1,4]diazocin-5(14H)-one